aminoacetic acid zinc [Zn].NCC(=O)O